IC1=C(C=C(C=C1)I)I 1,2,4-triiodobenzene